OC(C)C=1C=C(C=CC1)O 3-(1-Hydroxyethyl)phenol